C(#N)C1=CC=C(C=C1)C1=CC=C(C=C1)OCC1(CN(CC1)C(C1=CC=C(C=C1)OC)=O)C(=O)NS(=O)(=O)CC(F)(F)F 3-[({4'-cyano-[1,1'-biphenyl]-4-yl}oxy)methyl]-1-(4-methoxybenzoyl)-N-(2,2,2-trifluoroethanesulfonyl)pyrrolidine-3-carboxamide